2,3,4-trihydroxy-5-oxopentanoic acid OC(C(=O)O)C(C(C=O)O)O